1-(4-(6-aminobenzo[d]oxazol-2-yl)piperazin-1-yl)ethan-1-one NC1=CC2=C(N=C(O2)N2CCN(CC2)C(C)=O)C=C1